O1C(C=C2C1=CC=CC2)=O 2(4H)-Benzofuranone